2-Hydroxypropyl 2-hydroxypropanoate OC(C(=O)OCC(C)O)C